(8R,9aS)-8-(2,3-dichloro-6-hydroxyphenyl)-3-(3R)-isopropyl-hexahydro-2H-pyrido[1,2-a]pyrazine-1,4-dione ClC1=C(C(=CC=C1Cl)O)[C@H]1C[C@@H]2N(C([C@H](NC2=O)C(C)C)=O)CC1